((3-iodo-4-methoxyphenyl)(methyl)amino)quinoline-2-carbonitrile IC=1C=C(C=CC1OC)N(C)C=1C(=NC2=CC=CC=C2C1)C#N